N-[2-(3,3-difluoropyrrolidin-1-yl)-4-(4-methyl-1H-pyrazol-5-yl)-3-pyridyl]-2-isopropyl-pyrimidine-5-carboxamide FC1(CN(CC1)C1=NC=CC(=C1NC(=O)C=1C=NC(=NC1)C(C)C)C1=C(C=NN1)C)F